C(C)(C)N1N=CC=2C1=NC(=NC2NC=2N=CN(C2)C2=CC(=C(C(=C2)OC)OC)OC)C2CCN(CC2)C 1-isopropyl-6-(1-methylpiperidin-4-yl)-N-(1-(3,4,5-trimethoxyphenyl)-1H-imidazol-4-yl)-1H-pyrazolo[3,4-d]pyrimidin-4-amine